COC1=C(CNC2=NC=3C=CC(=CC3C3=C2CCC3)C(=O)O)C=CC(=C1)OC 4-((2,4-dimethoxybenzyl)amino)-2,3-dihydro-1H-cyclopenta[c]quinoline-8-carboxylic acid